FC(CO)(F)C=1N(C=CC1)S(=O)(=O)C1=CC=C(C)C=C1 2-(1,1-difluoro-2-hydroxyethyl)-1-p-toluenesulfonyl-1H-pyrrole